(S)-N-(8,9-difluoro-6-oxo-1,2,3,4,5,6-hexahydrophenanthridin-1-yl)-N-methyl-1H-indole-2-carboxamide FC=1C=C2C(NC=3CCC[C@@H](C3C2=CC1F)N(C(=O)C=1NC2=CC=CC=C2C1)C)=O